tert-butyl 2-((5-chloro-4-methoxy-2-nitrophenoxy)methyl)acrylate ClC=1C(=CC(=C(OCC(C(=O)OC(C)(C)C)=C)C1)[N+](=O)[O-])OC